((3-methyl-4-(pyridin-2-yloxy)phenyl)carbamoyl)bicyclo[1.1.1]pentane-1-carboxamide CC=1C=C(C=CC1OC1=NC=CC=C1)NC(=O)C1C2(CC1C2)C(=O)N